N1(CCCCCC1)C(=O)C=1C=C(C=CC1)C1=CC=C(C=C1)C azepan-1-yl-(4'-methyl-[1,1'-biphenyl]-3-yl)methanone